COC(=O)C1=CN=C(O1)C1=NC=C(C=C1)Cl (5-chloropyridin-2-yl)oxazole-5-carboxylic acid methyl ester